(3-aminopyrrolidine-1-carbonyl)-2'-(6,7-difluoro-1-(2-hydroxy-2-methylpropyl)-1H-indol-5-yl)-3-fluoro-[1,1'-biphenyl]-4-carbonitrile NC1CN(CC1)C(=O)C1=C(C=CC(=C1F)C#N)C1=C(C=CC=C1)C=1C=C2C=CN(C2=C(C1F)F)CC(C)(C)O